[N+](=O)([O-])C1=CC=C(C=C1)NNC(=O)C1=CC=NC=C1 N'-(4-nitrophenyl)-4-pyridinecarbohydrazide